3,3,3-trifluoropropyldiethoxysilane FC(CC[SiH](OCC)OCC)(F)F